Methyl ((1R,3R)-3-((3-chloro-4-(4-(5-cyano-2-((1-(methylsulfonyl)piperidin-4-yl)amino)pyrimidin-4-yl)-1H-pyrazol-1-yl)benzyl)amino)cyclopentyl)carbamate ClC=1C=C(CN[C@H]2C[C@@H](CC2)NC(OC)=O)C=CC1N1N=CC(=C1)C1=NC(=NC=C1C#N)NC1CCN(CC1)S(=O)(=O)C